methyl (pyridin-3-ylmethyl) oxalate C(C(=O)OCC=1C=NC=CC1)(=O)OC